C(C)(C)C=1C(=NNC1C=1C=C(C=2N(C1)N=CN2)C)C2=CC=C(C=C2)C(C)(C)NCC(C)(C)C N-(2-(4-(4-isopropyl-5-(8-methyl-[1,2,4]triazolo[1,5-a]pyridin-6-yl)-1H-pyrazol-3-yl)phenyl)propan-2-yl)-2,2-dimethylpropan-1-amine